C(CCC)C=1C=CC=C(C1)C1=NOC=C1 3-(5-butylphenyl)-isoxazole